(1S,4S)-tert-Butyl 5-(4-((4-chloro-3-(cyclopropylmethoxy)phenyl)amino)pyrido[3,2-d]pyrimidin-6-yl)-2,5-diazabicyclo[2.2.1]heptane-2-carboxylate ClC1=C(C=C(C=C1)NC=1C2=C(N=CN1)C=CC(=N2)N2[C@@H]1CN([C@H](C2)C1)C(=O)OC(C)(C)C)OCC1CC1